FC1=CC=C(C=C1)C1=NOC(=C1COC1=CC=C(N=N1)N1CC2N(CCNC2=O)CC1)C 8-(6-((3-(4-fluorophenyl)-5-methylisoxazol-4-yl)methoxy)pyridazin-3-yl)hexahydro-2H-pyrazino[1,2-a]pyrazin-1(6H)-one